(S)-3-((methylsulfonyl)oxy)pyrrolidine-1-carboxylic acid tert-butyl ester C(C)(C)(C)OC(=O)N1C[C@H](CC1)OS(=O)(=O)C